tetrahydropyridopyrimidinedione N1C(NC(C2C1=CCCN2)=O)=O